CN(C(=O)C12CCCC(CC1)N2)C (dimethylcarbamoyl)-8-azabicyclo[3.2.1]octan